1,3-diiodononane ICCC(CCCCCC)I